ethyl 2-(4-bromo-1-oxo-6-(trifluoromethyl)phthalazin-2(1H)-yl)acetate BrC1=NN(C(C2=CC=C(C=C12)C(F)(F)F)=O)CC(=O)OCC